2-(6-chloro-5-(pyridin-4-yl)pyridazin-3-yl)-2-(2,6-dichlorophenyl)acetamide ClC1=C(C=C(N=N1)C(C(=O)N)C1=C(C=CC=C1Cl)Cl)C1=CC=NC=C1